ClC1=NC(=C2N(C=NC2=N1)C1CCOCC1)OC1=CC=C(C=C1)N1CCN(CC1)C(=O)OC(C)(C)C tert-butyl 4-(4-{[2-chloro-7-(tetrahydro-2H-pyran-4-yl)-7H-purin-6-yl]oxy}phenyl)piperazine-1-carboxylate